Methylenebis[6-(2H-benzotriazol-2-yl)-4-(1,1,3,3-tetramethylbutyl)phenol] C(C1=C(C(=CC(=C1)C(CC(C)(C)C)(C)C)N1N=C2C(=N1)C=CC=C2)O)C2=C(C(=CC(=C2)C(CC(C)(C)C)(C)C)N2N=C1C(=N2)C=CC=C1)O